6-(5-(4-((1-acetylpiperidin-4-yl)oxy)-3-(trifluoromethyl)phenyl)-2-amino-6-fluoropyridin-3-yl)-3,4-dihydroisoquinolin-1(2H)-one C(C)(=O)N1CCC(CC1)OC1=C(C=C(C=C1)C=1C=C(C(=NC1F)N)C=1C=C2CCNC(C2=CC1)=O)C(F)(F)F